5-nitro-7,8-dihydrothieno[2,3-e]benzofuran-1,1-dioxide [N+](=O)([O-])C1=CC2=C(C=3CCOC31)S(C=C2)(=O)=O